4-methoxy-3-fluorobenzyl bromide COC1=C(C=C(CBr)C=C1)F